ClC1=NN2C=3CC(CNC3C=NC2=C1)(C)C 4-chloro-12,12-dimethyl-2,3,7,10-tetrazatricyclo[7.4.0.02,6]trideca-1(9),3,5,7-tetraen